ClC1=CC(=C(C(=O)NCCO)C=C1)NC(=O)NC1=CC(=CC=C1)Br 4-chloro-2-[3-(3-bromophenyl)ureido]-N-(2-hydroxy-ethyl)benzamide